isopropoxymethyl 4-((1-acryloylazetidin-3-yl)amino)-1H-pyrrolo[2,3-b]pyridine-5-carboxylate C(C=C)(=O)N1CC(C1)NC1=C2C(=NC=C1C(=O)OCOC(C)C)NC=C2